CC=1SC=C(N1)CNC(=O)[C@@H]1CN(CC[C@H]1NC(=O)C1=NOC(=C1)C1=C(C=C(C=C1)F)F)C1CCCCC1 |o1:10,15| (3R*,4R*)-1-Cyclohexyl-4-{[5-(2,4-difluoro-phenyl)-isoxazole-3-carbonyl]-amino}-piperidine-3-carboxylic acid (2-methyl-thiazol-4-ylmethyl)-amide